ClC=1C=C(C=CC1)CC(S(=O)(=O)C1=CC=CC=C1)S(=O)(=O)C1=CC=CC=C1 2-(3-chlorophenyl)-1,1-bis(phenylsulfonyl)ethane